tert-butyl 3-(methylsulfonamido)-2-((2'-(((trifluoromethyl)sulfonyl)oxy)-[1,1'-biphenyl]-3-yl)methyl)piperidine-1-carboxylate CS(=O)(=O)NC1C(N(CCC1)C(=O)OC(C)(C)C)CC=1C=C(C=CC1)C1=C(C=CC=C1)OS(=O)(=O)C(F)(F)F